BrC1(C(C12CCN(CC2)C(=O)OC(C)(C)C)CO[Si](C)(C)C(C)(C)C)F Tert-Butyl 1-bromo-2-{[(tert-butyldimethylsilyl)oxy]methyl}-1-fluoro-6-azaspiro[2.5]octane-6-carboxylate